CC1=CC=C(C=C1)S(=O)(=O)O.C(C1=CC=CC=C1)N[C@@H](C)C(=O)O benzyl-alanine p-toluenesulfonate